FC1=CC=C(C=C1)C(=O)C1CCNCC1 (4-fluorophenyl)(piperidin-4-yl)methanone